COC(C1=CC=C(C=C1)C1=NOC(=C1)C1=NC(=CN=C1N(C(=O)OC(C)(C)C)C(=O)OC(C)(C)C)Br)=O 4-(5-(3-(Di(t-Butoxycarbonyl)amino)-6-bromo-pyrazin-2-yl)isoxazol-3-yl)benzoic acid methyl ester